S(O)(O)(=O)=O.S(O)(O)(=O)=O sulfuric acid, bisulfate salt